NC1CN(C2CC12)C(=O)OC(C)(C)C tert-butyl 4-amino-2-azabicyclo[3.1.0]hexane-2-carboxylate